N-[(3-{[5-amino-7-(butyl-amino)-1H-pyrazolo[4,3-d]pyrimidin-1-yl]methyl}-4-methoxyphenyl)methyl]-3-(dimethylamino)-N-methylpropanamide NC=1N=C(C2=C(N1)C=NN2CC=2C=C(C=CC2OC)CN(C(CCN(C)C)=O)C)NCCCC